(S)-6-(((5-chloropyridin-2-yl)methyl)(ethyl)amino)-2-((R)-2-(4-fluoro-3-methylphenyl)-2-methoxyethyl)-N-hydroxyhexanamide ClC=1C=CC(=NC1)CN(CCCC[C@H](C(=O)NO)C[C@@H](OC)C1=CC(=C(C=C1)F)C)CC